CN(C1=C(C=CC=C1)NC(N)=S)C 3-(2-(dimethylamino)phenyl)thiourea